6-(4,4,5,5-tetramethyl-1,3,2-dioxaborolan-2-yl)-2,3-dihydro-1H-spiro[isoquinoline-4,3'-oxetan]-1-one CC1(OB(OC1(C)C)C=1C=C2C(=CC1)C(NCC21COC1)=O)C